C1(=CC=CC=C1)C=C(C(=O)C1=CC=CC=C1)CN 3-(PHENYL)-2-(AMINOMETHYL)-1-PHENYL-2-PROPEN-1-ON